N(=[N+]=[N-])CCOCCOCCOC[C@H](N)C(=O)O O-(2-(2-(2-azidoethoxy)ethoxy)ethyl)-L-serine